C1(CC1)CC1=C(N=C(S1)N)C1=CC(=C(C=C1)F)F 5-(cyclopropylmethyl)-4-(3,4-difluorophenyl)thiazol-2-amine